2-((2-(2,6-dioxo-3-piperidyl)-1,3-dioxo-isoindolin-4-yl)amino)acetic acid O=C1NC(CCC1N1C(C2=CC=CC(=C2C1=O)NCC(=O)O)=O)=O